COC1=C(C(=CC=C1)OC)P(\N=C(/[O-])\N1C2=CC(=CC=C2C=2C=CC(=CC12)C(C)(CC(C)(C)C)C)C(C)(CC(C)(C)C)C)C1=C(C=CC=C1OC)OC (Z)-N-(Bis(2,6-dimethoxyphenyl)phosphanyl)-2,7-bis(2,4,4-trimethylpentan-2-yl)-9H-carbazole-9-carbimidate